BrC1=C(C=C2C=C(N=CC2=C1)CN(C(OCC1C2=CC=CC=C2C=2C=CC=CC12)=O)CC(C)C)I (9H-fluoren-9-yl)methyl ((7-bromo-6-iodoisoquinolin-3-yl)methyl)(isobutyl)carbamate